C1(CC1)C(C)C=1C=C(C2=C(C(CO2)C)C1)F 5-(1-cyclopropylethyl)-7-fluoro-3-methyl-2,3-dihydrobenzofuran